CC(CCCCCCCC)CC 9-methyl-undecane